1,2-Diphytoyl-sn-glycero-3-phosphorylcholine C(\C=C(/C)\CCC[C@H](C)CCC[C@H](C)CCCC(C)C)(=O)OC[C@@H](OC(\C=C(/C)\CCC[C@H](C)CCC[C@H](C)CCCC(C)C)=O)COP(=O)(O)OCC[N+](C)(C)C